3-[1-(4-aminophenyl)-6-tetrahydropyran-4-yl-benzimidazol-2-yl]pyridin-2-amine NC1=CC=C(C=C1)N1C(=NC2=C1C=C(C=C2)C2CCOCC2)C=2C(=NC=CC2)N